(E)-tert-butyl-{[6-fluoro-5-(2-nitrovinyl)-2,3-dihydro-1H-inden-1-yl]oxy}dimethylsilane C(C)(C)(C)[Si](C)(C)OC1CCC2=CC(=C(C=C12)F)\C=C\[N+](=O)[O-]